BrC1=CC(=CC=C1)S(=O)(=O)C(F)(F)F 1-bromo-3-(trifluoromethylsulfonyl)benzene